2-(Methylthio)-1-(2-(5-(5-methylthiophene-2-yl)-1H-imidazol-2-yl)piperidin-1-yl)propan-1-one CSC(C(=O)N1C(CCCC1)C=1NC(=CN1)C=1SC(=CC1)C)C